FC1=C(C=C(C(=C1)F)F)CC(C)N(C(=O)C=1C(=NN(C1)C)C(F)F)OC 3-difluoromethyl-1-methyl-1H-pyrazole-4-carboxylic acid [2-(2,4,5-trifluorophenyl)-1-methyl-ethyl]-methoxy-amide